OC1=CC=C(C=C1)CC(=N)NC(OC(C)(C)C)=O Tert-butyl (2-(4-hydroxyphenyl)-1-iminoethyl)carbamate